BrC=1C(=C(C=CC1)[C@@H](C)NC1=C2C(=C(N=N1)C)N=CC(=C2)N2CCOCC2)C (R)-N-(1-(3-bromo-2-methylphenyl)ethyl)-8-methyl-3-morpholinopyrido[2,3-d]pyridazin-5-amine